N-(3-chloro-2-fluoro-phenyl)-7-[2-(3-fluoropyrrolidin-3-yl)ethynyl]-6-nitroquinazolin-4-amine ClC=1C(=C(C=CC1)NC1=NC=NC2=CC(=C(C=C12)[N+](=O)[O-])C#CC1(CNCC1)F)F